di-iodine diheptanoate tellurium [Te+2].C(CCCCCC)(=O)[O-].C(CCCCCC)(=O)[O-].[I+].[I+]